FC=1C=C2[C@H]3CCCN3C=3C=CN4N=CC(CN(CCOC2=CC1)S(=O)(=O)C)=C4N3 (6R)-9-fluoro-16-methanesulfonyl-13-oxa-2,16,20,21,24-pentaazapentacyclo[16.5.2.02,6.07,12.021,25]pentacosa-1(24),7,9,11,18(25),19,22-heptaene